2-(2-chlorophenyl)-5-methyl-4-[3-(methylamino)phenyl]-1H-pyrazolo[4,3-c]pyridine-3,6(2H,5H)-dione ClC1=C(C=CC=C1)N1NC=2C(=C(N(C(C2)=O)C)C2=CC(=CC=C2)NC)C1=O